(6R)-6-({2-(1-methyl-1H-pyrazol-4-yl)-7-[1-(trifluoromethyl)cyclopropyl][1,2,4]triazolo[1,5-c]quinazolin-5-yl}amino)-5-oxo-1,4-diazacycloheptane-1-carboxylic acid benzyl ester C(C1=CC=CC=C1)OC(=O)N1CCNC([C@@H](C1)NC1=NC=2C(=CC=CC2C=2N1N=C(N2)C=2C=NN(C2)C)C2(CC2)C(F)(F)F)=O